(2R,4S)-4-(4-amino-3-((1,2-dimethyl-1H-benzo[d]imidazol-6-yl)ethynyl)-1H-pyrrolo[3,2-c]pyridin-1-yl)-2-(methoxymethyl)pyrrolidine-1-carboxylic acid tert-butyl ester C(C)(C)(C)OC(=O)N1[C@H](C[C@@H](C1)N1C=C(C=2C(=NC=CC21)N)C#CC=2C=CC1=C(N(C(=N1)C)C)C2)COC